2-((1'-Methyl-[1,4'-bipiperidin]-4-yl)amino)-8-phenyl-5-((triisopropylsilyl)ethynyl)pyrido[2,3-d]pyrimidin-7(8H)-one CN1CCC(CC1)N1CCC(CC1)NC=1N=CC2=C(N1)N(C(C=C2C#C[Si](C(C)C)(C(C)C)C(C)C)=O)C2=CC=CC=C2